(S)-1-(2-cyclopropyl-4-(2-(hydroxymethyl)benzyl)-6-(1,2,3,6-tetrahydropyridin-4-yl)-3,4-dihydroquinoxalin-1(2H)-yl)ethan-1-one C1(CC1)[C@@H]1N(C2=CC=C(C=C2N(C1)CC1=C(C=CC=C1)CO)C=1CCNCC1)C(C)=O